4-methylhippuric acid CC1=CC=C(C(NCC(=O)O)=O)C=C1